4-(3-(4-chlorophenyl)-4-hydroxy-1H-pyrazol-5-yl)-N-(2-(3-hydroxy-2-methyl-4-oxopyridin-1(4H)yl)ethyl)benzamide ClC1=CC=C(C=C1)C1=NNC(=C1O)C1=CC=C(C(=O)NCCN2C(=C(C(C=C2)=O)O)C)C=C1